NC(CNCCC[Si](OCC)(OCC)OCC)C N-(2-aminopropyl)-3-aminopropyl-triethoxysilane